tert-butyl (3-formyl-1-naphthyl)methylcarbamate C(=O)C=1C=C(C2=CC=CC=C2C1)CNC(OC(C)(C)C)=O